(7S)-11-chloro-9-(2,6-difluorophenyl)-N-(2-hydroxyethyl)-7-methyl-12-(trifluoromethyl)-2,3,5,8,13-pentazatricyclo[8.4.0.02,6]tetradeca-1(10),3,5,8,11,13-hexaene-4-carboxamide ClC=1C=2C(=N[C@H](C3=NC(=NN3C2C=NC1C(F)(F)F)C(=O)NCCO)C)C1=C(C=CC=C1F)F